BrC=1C(N(C(=CC1OCC1=C(C=C(C=C1)F)F)C)C1=CC=C(C=C1)C(C)(C)O)=O 3-bromo-4-[(2,4-difluorobenzyl)oxy]-1-[4-(1-hydroxy-1-methylethyl)phenyl]-6-methylpyridin-2(1H)-one